dilithium methylphosphate COP(=O)([O-])[O-].[Li+].[Li+]